2H-1,2,4-triazole-5-thiol N=1NC=NC1S